C(C)N1CCN(CC1)C1CCN(CC1)C1=C(C=C(C=C1F)C1(N=C(C2=C(N1)NC=C2)NC=2C=CC=C1CCN(C21)S(=O)(=O)C)N)F 2-(4-(4-(4-ethylpiperazin-1-yl)piperidin-1-yl)-3,5-difluorophenyl)-N4-(1-(methylsulfonyl)indolin-7-yl)-7H-pyrrolo[2,3-d]pyrimidine-2,4-diamine